2-(4,4-Difluorocyclohex-1-yl)-4,4,5,5-tetramethyl-1,3,2-dioxaborolan FC1(CCC(CC1)B1OC(C(O1)(C)C)(C)C)F